4-chloro-6-[2,6-dimethyl-4-(trifluoromethyl)phenyl]-5-(trifluoromethyl)pyrimidin-2-amine ClC1=NC(=NC(=C1C(F)(F)F)C1=C(C=C(C=C1C)C(F)(F)F)C)N